P(=O)(OOCCCl)(OCC)[O-].[Na+] sodium 2-chloroethoxy ethyl phosphate